1H-pyrazol-1-yl-quinuclidine cobalt [Co].N1(N=CC=C1)C1N2CCC(C1)CC2